[3-(trifluoromethyl)phenyl]-1H-imidazo[4,5-b]pyridin FC(C=1C=C(C=CC1)N1C=NC2=NC=CC=C21)(F)F